OC=1C(=NC=CC1)C(=O)O hydroxypicolinic acid